4-(7-bromo-2-chloro-6,8-difluoroquinazolin-4-yl)-6-methyl-1,4-oxaazepan-6-ol BrC1=C(C=C2C(=NC(=NC2=C1F)Cl)N1CCOCC(C1)(O)C)F